ClC1=CC=C2C(=CC(=NC2=C1)C=1C=C(C=CC1)NC(=O)N)N1C=NC=C1 1-(3-(7-chloro-4-(1H-imidazol-1-yl)quinolin-2-yl)phenyl)urea